1,3,5-tris(3,5-di-tert-butyl-4-hydroxy-phenylpropionyl)hexahydro-1,3,5-triazine C(C)(C)(C)C=1C=C(C=C(C1O)C(C)(C)C)CCC(=O)N1CN(CN(C1)C(CCC1=CC(=C(C(=C1)C(C)(C)C)O)C(C)(C)C)=O)C(CCC1=CC(=C(C(=C1)C(C)(C)C)O)C(C)(C)C)=O